(2R,4R)-4-((tert-butyldimethylsilyl)oxy)pyrrolidine-1,2-dicarboxylic acid 1-(tert-butyl) 2-methyl ester COC(=O)[C@@H]1N(C[C@@H](C1)O[Si](C)(C)C(C)(C)C)C(=O)OC(C)(C)C